tert-butyl (S)-(2-amino-3-hydroxypropyl)carbamate N[C@@H](CNC(OC(C)(C)C)=O)CO